N-(4-cyclohexylphenyl)-2-(2-cyclopropylmorpholino)-6,7-dihydro-5H-pyrrolo[3,4-d]pyrimidin-4-amine C1(CCCCC1)C1=CC=C(C=C1)NC=1C2=C(N=C(N1)N1CC(OCC1)C1CC1)CNC2